2-(4-(3-isopropyl-2-(5-methoxy-2-methyl-[1,2,4]triazolo[1,5-a]pyridin-7-yl)-1H-indol-5-yl)piperidin-1-yl)-N,N-dimethylacetamide C(C)(C)C1=C(NC2=CC=C(C=C12)C1CCN(CC1)CC(=O)N(C)C)C1=CC=2N(C(=C1)OC)N=C(N2)C